ClC1=CC=C(COC2=CC=CC(=N2)C2=CC(N(C=C2F)CC2=NC3=C(N2[C@@H]2COCC2(C)C)C=C(C=C3)C(=O)O)=O)C=C1 (S)-2-((6-((4-chlorobenzyl)oxy)-5'-fluoro-2'-oxo-[2,4'-bipyridin]-1'(2'H)-yl)methyl)-1-(4,4-dimethyltetrahydrofuran-3-yl)-1H-benzo[d]imidazole-6-carboxylic acid